FC1(CCC2=C1N=C(N=C2C2=CC=C(C(=O)N)C=C2)N2[C@H](CC2)C)F (S)-4-(7,7-difluoro-2-(2-methylazetidin-1-yl)-6,7-dihydro-5H-cyclopenta[d]pyrimidin-4-yl)benzamide